6,6-dimethyl-4-(4,4,5,5-tetramethyl-1,3,2-dioxaborolan-2-yl)-1,2,3,6-tetrahydropyridine CC1(C=C(CCN1)B1OC(C(O1)(C)C)(C)C)C